[Si](C)(C)(C(C)(C)C)OCC12CCC(CC1)(N2C(=O)OC(C)(C)C)CC[C@@H]2CC[C@H](CC2)OC tert-butyl 1-(((tert-butyldimethylsilyl)oxy)methyl)-4-(2-(trans-4-methoxycyclohexyl)ethyl)-7-azabicyclo[2.2.1]heptane-7-carboxylate